ClC1=C(C=CC=C1F)C1(CC1)N 1-(2-chloro-3-fluoro-phenyl)cyclopropylamine